NCCC[SiH2]C(OCCC)OCCC 3-aminopropyl-(dipropyloxymethylsilane)